diallyldiacetamidyl-ammonium chloride [Cl-].C(C=C)[N+](NC(C)=O)(NC(C)=O)CC=C